5-(2-(methoxymethyl)-4-((8-methyl-6-oxo-7-(trifluoromethyl)-5,6-dihydro-1,5-naphthyridin-3-yl)methyl)piperazin-1-yl)-N-methylpyridineamide COCC1N(CCN(C1)CC=1C=NC=2C(=C(C(NC2C1)=O)C(F)(F)F)C)C=1C=CC(=NC1)C(=O)NC